3-amino-3-(2-chloro-6-fluorophenyl)-propionic acid NC(CC(=O)O)C1=C(C=CC=C1F)Cl